6-[4-(difluoromethyl)phenyl]-3-oxo-2-(pyridin-3-yl)-N-[(2S)-3,3,3-trifluoro-2-hydroxy-propyl]-2,3-dihydropyridazine-4-carboxamide FC(C1=CC=C(C=C1)C=1C=C(C(N(N1)C=1C=NC=CC1)=O)C(=O)NC[C@@H](C(F)(F)F)O)F